N2,4-Dimethyl-N5-((R)-2-methyl-3-oxo-3-(((S)-11-oxo-2,3,10,11-tetrahydro-1H,5H-benzo[d]pyrazolo[1,2-a][1,2]diazepin-10-yl)amino)propyl)thiazol-2,5-dicarboxamid CNC(=O)C=1SC(=C(N1)C)C(=O)NC[C@H](C(N[C@H]1C2=C(CN3N(C1=O)CCC3)C=CC=C2)=O)C